[N+](=O)([O-])Cl nitryl chloride